ClC=1C=C2C=NN(C2=CC1N1CCC(CC1)(O)C1COCC1)C1OCCCC1 1-(5-chloro-1-(tetrahydro-2H-pyran-2-yl)-1H-indazol-6-yl)-4-(tetrahydrofuran-3-yl)piperidin-4-ol